CC1=C(C=C(C(=C1)CC1=CC=C(C=C1)SC)C)N=CN(C)CC N'-(2,5-dimethyl-4-(4-(methylthio)benzyl)phenyl)-N-ethyl-N-methyl-formimidamide